OC1(C(C(C1)N(C([O-])=O)C=1N=CC2=C(C(=C(C=C2C1)C1=C(C2=C(OCCN2)N=C1)C)F)N)C)C 3-Hydroxy-2,3-dimethylcyclobutyl(8-amino-7-fluoro-6-(8-methyl-2,3-dihydro-1H-pyrido[2,3-b][1,4]oxazin-7-yl)isoquinolin-3-yl)carbamate